6-{7-(1-cyclopropyl-1H-pyrazol-3-yl)-4-thia-1,6-diazabicyclo[3.3.0]octa-2,5,7-trien-8-yl}-3-methyl-3H-quinazolin-4-one C1(CC1)N1N=C(C=C1)C=1N=C2SC=CN2C1C=1C=C2C(N(C=NC2=CC1)C)=O